5-fluoro-1-(phenylsulfonyl)-1H-indole-2-carbaldehyde FC=1C=C2C=C(N(C2=CC1)S(=O)(=O)C1=CC=CC=C1)C=O